trans-oxetan-3-yl-(4-(5-bromothiazol-2-yl) cyclohexyl) carbamate C(N)(OC1(CCC(CC1)C=1SC(=CN1)Br)C1COC1)=O